10-(6-nitroindolin-1-yl)-10-oxodecanoic acid [N+](=O)([O-])C1=CC=C2CCN(C2=C1)C(CCCCCCCCC(=O)O)=O